FC1(CCC2(CCN(C2)C(=O)C=2C=C3CN(C(C3=CC2)=O)C2C(NC(CC2)=O)=O)CC1)F 3-(5-(8,8-difluoro-2-azaspiro[4.5]decane-2-carbonyl)-1-oxoisoindolin-2-yl)piperidine-2,6-dione